FC1=C(C(=O)[O-])C=CC(=C1)OC 2-fluoro-4-methoxybenzoate